NC1C(C2=CC(=C(C=C2CC1)OC)OC)C1=CC=C(C(=C1CO)OC)OC (6-(2-amino-6,7-dimethoxy-1,2,3,4-tetrahydronaphthalen-1-yl)-2,3-dimethoxyphenyl)methanol